3-(6-(1-(2-(4-hydroxypiperidin-4-yl)ethyl)piperidin-4-yl)-2-oxobenzo[d]oxazol-3(2H)-yl)piperidine-2,6-dione OC1(CCNCC1)CCN1CCC(CC1)C1=CC2=C(N(C(O2)=O)C2C(NC(CC2)=O)=O)C=C1